OCC(CNCCCCCCCC(=O)OC(CCCCCCCCF)CCCCCCCC)C 1-fluoroheptadecan-9-yl 8-((3-hydroxy-2-methylpropyl)amino)octanoate